C(C)(=O)OC1=C(C(=C(C(=C1OC)C)OC)NC(C)=O)C1=CC=CC=C1 6-Acetamido-3,5-dimethoxy-4-methyl-(1,1'-biphenyl)-2-yl acetate